(4-(3-hydroxyoxetan-3-yl)phenyl)(4-((4'-(trifluoromethyl)-[1,1'-biphenyl]-4-yl)oxy)piperidin-1-yl)methanone OC1(COC1)C1=CC=C(C=C1)C(=O)N1CCC(CC1)OC1=CC=C(C=C1)C1=CC=C(C=C1)C(F)(F)F